4-(3-Bromoimidazo[1,2-b]pyridazin-6-yl)morpholine BrC1=CN=C2N1N=C(C=C2)N2CCOCC2